1-(phenylacetyl)pyrrolidine-2-carboxamide C1(=CC=CC=C1)CC(=O)N1C(CCC1)C(=O)N